methyl bis(trimethylsilyl) phosphate P(=O)(OC)(O[Si](C)(C)C)O[Si](C)(C)C